COC1=NC=C(C=C1)[Sn](CCCC)(CCCC)CCCC 2-methoxy-5-(tributylstannyl)pyridine